4H-chromen-4-one hydrochloride Cl.O1C=CC(C2=CC=CC=C12)=O